(E)-N-(4-((6-Amino-5-(4-phenoxyphenyl)pyrimidin-4-yl)oxy)phenyl)-4-(dimethylamino)but-2-enamid NC1=C(C(=NC=N1)OC1=CC=C(C=C1)NC(\C=C\CN(C)C)=O)C1=CC=C(C=C1)OC1=CC=CC=C1